C(C)(C)(C)OC(=O)NCC1=NC=C2C=CC(=NC2=C1)C12CN(CCC2C1)C(=O)OC Methyl 1-(7-(((tert-butoxycarbonyl)amino)methyl)-1,6-naphthyridin-2-yl)-3-azabicyclo[4.1.0]heptane-3-carboxylate